C(=O)(OC(C)C)OOC(=O)OC(C)C diisopropyl peroxydicarbonate